[Cu+2].C(C)(=O)[O-].C(C)(=O)[O-].C(C)(=O)[O-].C(C)(=O)[O-].[Pb+2] lead tetraacetate copper